Cl.Cl.C(C1=CC=CC=C1)NC=1C=2N(N=C(C1)SC1CNCCC1)C(=CN2)C2CC2 N-BENZYL-3-CYCLOPROPYL-6-(PIPERIDIN-3-YLTHIO)IMIDAZO[1,2-B]PYRIDAZIN-8-AMINE DIHYDROCHLORIDE